3-azabicyclo[4.1.0]heptane-2-formate C12C(NCCC2C1)C(=O)[O-]